(R)-2-(5-Isopropyl-8-oxothiazolo[5',4':4,5]pyrrolo[1,2-d][1,2,4]triazin-7(8H)-yl)-N-(1-methyl-6-oxopiperidin-3-yl)acetamide C(C)(C)C1=NN(C(C=2N1C1=C(C2)SC=N1)=O)CC(=O)N[C@H]1CN(C(CC1)=O)C